ClC1=C(C=CC(=N1)C#N)C1=CN=C(O1)CC1CC(C1)(F)F 6-chloro-5-(2-((3,3-difluorocyclobutyl)methyl)oxazol-5-yl)picolinonitrile